BrC=1C(=C(OC2CCC(CC2)CCC(CO)C)C=CC1)C 4-((1r,4s)-4-(3-bromo-2-methylphenoxy)cyclohexyl)-2-methylbutan-1-ol